(4S,4'S)-2,2'-(cyclopentane-1,1-diyl)-bis(4-benzyl-4,5-dihydro-oxazole) C1(CCCC1)(C=1OC[C@@H](N1)CC1=CC=CC=C1)C=1OC[C@@H](N1)CC1=CC=CC=C1